5-benzyl-N-(6-(2-methoxyethoxy)-5-methyl-[2,4'-bipyridine]-2'-yl)-4H-1,2,4-triazole-3-carboxamide C(C1=CC=CC=C1)C=1NC(=NN1)C(=O)NC1=NC=CC(=C1)C1=NC(=C(C=C1)C)OCCOC